tert-Butyl 6-benzoyl-2-azaspiro[3.3]heptane-2-carboxylate C(C1=CC=CC=C1)(=O)C1CC2(CN(C2)C(=O)OC(C)(C)C)C1